(3-(methylthio)quinolin-2-yl)boric acid CSC=1C(=NC2=CC=CC=C2C1)OB(O)O